imino(methyl)(4-{[7-methyl-5-(piperidin-1-yl)imidazo[1,2-a]pyrimidin-6-yl]methyl}phenyl)-λ6-sulfanone N=S(=O)(C1=CC=C(C=C1)CC=1C(=NC=2N(C1N1CCCCC1)C=CN2)C)C